C(C)(C)(C)OC(NCC=1SC(=CC1)C1=CC=C(C=C1)C1=NCC=2N(C3=C1C(=C(S3)C)C)C(=NN2)C)=O tert-butyl((5-(4-(2,3,9-trimethyl-6H-thieno[3,2-f][1,2,4]triazolo[4,3-a][1,4]diazepin-4-yl)phenyl)thiophen-2-yl)methyl)carbamate